5-[1-(5-amino-2-pyridyl)-3-(trifluoromethyl)pyrazol-4-yl]-N-[3-chloro-4-(4,7-diazaspiro[2.5]octane-4-carbonyl)phenyl]-1-methyl-imidazole-2-carboxamide NC=1C=CC(=NC1)N1N=C(C(=C1)C1=CN=C(N1C)C(=O)NC1=CC(=C(C=C1)C(=O)N1C2(CC2)CNCC1)Cl)C(F)(F)F